C1(CCCC1)N1C(C=C(C2=C1N=C(N=C2)NC2=NN(C=C2)C2=CC(=CC=C2)F)C)=O 8-Cyclopentyl-2-((1-(3-fluorophenyl)-1H-pyrazol-3-yl)amino)-5-methylpyrido[2,3-d]pyrimidin-7(8H)-one